5-(chloromethyl)-3-(2-(trifluoromethyl)phenyl)-1,2,4-oxadiazole ClCC1=NC(=NO1)C1=C(C=CC=C1)C(F)(F)F